N-(5-((3-((4-methoxypyridin-2-yl)methyl)piperidin-1-yl)methyl)thiazol-2-yl)acetamide COC1=CC(=NC=C1)CC1CN(CCC1)CC1=CN=C(S1)NC(C)=O